(ethyl)carbamate C(C)NC([O-])=O